C(C)(C)C=1C=C(C=CC1OC1=C2C(=NC=C1)NC=C2)N2C(N(CC2=O)C=2C=NC=C(C2)C(F)(F)F)=O 3-[3-isopropyl-4-(1H-pyrrolo[2,3-b]pyridin-4-yloxy)phenyl]-1-[5-(trifluoromethyl)-3-pyridinyl]-2,4-imidazolidinedione